COC1=C(C=CC(=C1)OC)CNC1=NC=CC2=C1C(=NN2[C@H]2C[C@@H](CCC2)C(=O)O)C2=CC=C(C=C2)C(NC2=NC=CC(=C2)C(F)(F)F)=O (1R,3R)-3-[4-[(2,4-dimethoxyphenyl)methylamino]-3-[4-[[4-(trifluoromethyl)-2-pyridyl]carbamoyl]phenyl]pyrazolo[4,3-c]pyridin-1-yl]cyclohexanecarboxylic acid